OC=1C=CC=C2C(NC(NC12)C1=NNN=C1C1=CC=C(C=C1)OC)=O 8-Hydroxy-2-[5-(4-methoxyphenyl)-2H-1,2,3-triazol-4-yl]-2,3-dihydro-1H-quinazolin-4-one